6-decyltetradecylether C(CCCCCCCCC)C(CCCCCOCCCCCC(CCCCCCCC)CCCCCCCCCC)CCCCCCCC